methyl cis-3-((methylsulfonyl)amino)-2-(((cis-4-(3-(trifluoromethoxy)phenyl)-cyclohexyl)oxy)methyl)piperidine-1-carboxylate CS(=O)(=O)N[C@@H]1[C@@H](N(CCC1)C(=O)OC)CO[C@@H]1CC[C@@H](CC1)C1=CC(=CC=C1)OC(F)(F)F